Mono-Azolium [NH2+]1C=CC=C1